CC(C)C=1C=C(C=CC1)C(CC=O)C 3-[3-(Propan-2-yl)phenyl]butanal